5-(3-Ethoxy-3-oxopropyl)-4-methylpyridine C(C)OC(CCC=1C(=CC=NC1)C)=O